6-(1-Acetyl-1,2,5,6-tetrahydropyridin-3-yl)-7-fluoro-4-(2-methoxy-4-(piperazin-1-yl)phenyl)-N,N-dimethyl-1H-indole-2-carboxamide C(C)(=O)N1CC(=CCC1)C1=CC(=C2C=C(NC2=C1F)C(=O)N(C)C)C1=C(C=C(C=C1)N1CCNCC1)OC